C(C)(C)(C)OC(NCC1=CC2=C(OC(CN2C)C2=CC=C(C=C2)C(F)(F)F)C=C1)=O ((4-methyl-2-(4-(trifluoromethyl)phenyl)-3,4-dihydro-2H-benzo[b][1,4]oxazin-6-yl)methyl)carbamic acid tert-butyl ester